ClC=1C=C(C=CC1C=1C=C2C=NN(C2=CC1)C1=CC(=C(C=C1)F)O)NC(C)=O N-(3-Chloro-4-(1-(4-fluoro-3-hydroxyphenyl)-1H-indazol-5-yl)phenyl)acetamide